1-[4-(2-hydroxyethoxy)-phenyl]-2-hydroxy-methylpropane OCCOC1=CC=C(C=C1)C(C(C)O)C